C[C@H]1N(C[C@H](N(C1)C=1C=NC(=CC1)C(F)(F)F)C)C(=O)OC1CC2(CN(C2)CC2=CC=CC=C2)C1 2-benzyl-2-azaspiro[3.3]heptan-6-yl (2R,5R)-2,5-dimethyl-4-[6-(trifluoromethyl)pyridin-3-yl]piperazine-1-carboxylate